5-((S)-1-(((S)-tert-butylsulfinyl)amino)-3-(1,3-Dioxan-2-yl)propyl)-7-chloro-3,4-dihydroisoquinoline-2(1H)-carboxylic acid benzyl ester C(C1=CC=CC=C1)OC(=O)N1CC2=CC(=CC(=C2CC1)[C@H](CCC1OCCCO1)N[S@@](=O)C(C)(C)C)Cl